2-hydroxy-1,2,3-hexanetricarboxylic acid OC(CC(=O)O)(C(CCC)C(=O)O)C(=O)O